C(C(C)C)N1C2N(C(C=3C=CC=CC13)=O)CCC1=C2NC2=CC=CC=C21 14-isobutyl-8,13,13b,14-tetrahydroindolo[2',3':3,4]pyrido[2,1-b]quinazolin-5(7H)-one